ClC(C)N(C(=O)NC1CCCCC1)N=O 1-chloroethyl-3-cyclohexyl-1-nitrosourea